CN(C1=CN=NC2=C(C=CC=C12)C(=O)OC)C1CC(NC(C1)(C)C)(C)C methyl 4-[methyl(2,2,6,6-tetramethylpiperidin-4-yl) amino]cinnoline-8-carboxylate